t-Butyl (3R)-3-[5-methyl-4-(4,4,5,5-tetramethyl-1,3,2-dioxaborolan-2-yl)pyrazol-1-yl]pyrrolidine-1-carboxylate CC1=C(C=NN1[C@H]1CN(CC1)C(=O)OC(C)(C)C)B1OC(C(O1)(C)C)(C)C